[Cl-].CC(C)N(CC)CC methyltriethylamine chloride